O=C1NC(CCC1N1C(N(C2=C1C=CC(=C2)C2CCN(CC2)C2CC1(C2)CCN(CC1)C(=O)OC)C)=O)=O methyl 2-(4-(1-(2,6-dioxopiperidin-3-yl)-3-methyl-2-oxo-2,3-dihydro-1H-benzo[d]imidazol-5-yl)piperidin-1-yl)-7-azaspiro[3.5]nonane-7-carboxylate